4-[2-(2-Chloro-3-methyl-4-pyridyl)ethynyl]-5-methyl-1-(5-methyl-3-pyridyl)imidazole-2-carboxamide ClC1=NC=CC(=C1C)C#CC=1N=C(N(C1C)C=1C=NC=C(C1)C)C(=O)N